4-(3,4-difluorophenyl)-N-(2-fluorophenyl)-2-oxo-pyrrolidine-3-carboxamide FC=1C=C(C=CC1F)C1C(C(NC1)=O)C(=O)NC1=C(C=CC=C1)F